BrC1=C(C=C(C=C1)C1CN(C1)C(=O)N1C[C@@H]2[C@@H](OCC(N2)=O)CC1)Cl (4aR,8aS)-6-(3-(4-bromo-3-chlorophenyl)azetidine-1-carbonyl)hexahydro-2H-pyrido[4,3-b][1,4]oxazin-3(4H)-one